(2S)-N-{4-[6,6-Dimethyl-4-oxo-3-(pyridin-3-yl)-4,5,6,7-tetrahydro-1H-pyrrolo[3,2-c]pyridin-2-yl]pyridin-2-yl}-2-(4-fluorophenyl)propanamid CC1(CC2=C(C(N1)=O)C(=C(N2)C2=CC(=NC=C2)NC([C@@H](C)C2=CC=C(C=C2)F)=O)C=2C=NC=CC2)C